CN1CC(C1)(C)C(O)(C1=CC=C(C=C1)OC(F)(F)F)C=1C=NC(=CC1)OCC1COC1 (1,3-dimethyl-azetidin-3-yl)-[6-(oxetan-3-ylmethoxy)-pyridin-3-yl]-(4-trifluoromethoxy-phenyl)-methanol